N-(8-(2-chloro-5-(trifluoromethyl)phenyl)-7-fluoro-4-morpholinoquinolin-3-yl)quinoline-4-carboxamide ClC1=C(C=C(C=C1)C(F)(F)F)C=1C(=CC=C2C(=C(C=NC12)NC(=O)C1=CC=NC2=CC=CC=C12)N1CCOCC1)F